[Si](C)(C)(C(C)(C)C)OC1CN(C1)C1=NC(=C2C(=N1)N(N=C2)C2=CC=C(C=C2)OC(F)(F)F)NC(=O)C=2SC(=CC2)[N+](=O)[O-] N-(6-(3-((tert-butyldimethylsilyl)oxy)azetidin-1-yl)-1-(4-(trifluoromethoxy)phenyl)-1H-pyrazolo[3,4-d]pyrimidin-4-yl)-5-nitrothiophene-2-carboxamide